CN1C=NC2=C1C=C(C=C2)COC2=CC=CC(=N2)C=2CC=NCC2 6-(1-methyl-1H-benzo[d]imidazol-6-ylmethoxy)-3',6'-dihydro-[2,4'-bipyridine]